5-chloro-N-(3-ethyl-6-methoxybenzo[d]isoxazol-5-yl)-2-methoxybenzenesulfonamide ClC=1C=CC(=C(C1)S(=O)(=O)NC=1C(=CC2=C(C(=NO2)CC)C1)OC)OC